C(#N)C1(CC1)C1=CC=2N(C=C1)C(=CN2)S(=O)(=O)CC 7-(1-Cyanocyclopropyl)-3-(ethylsulfonyl)imidazo[1,2-a]pyridin